N-[1,1'-biphenyl]-4-yl-5'-phenyl-[1,1':3',1''-terphenyl]-4-amine C1(=CC=C(C=C1)NC1=CC=C(C=C1)C1=CC(=CC(=C1)C1=CC=CC=C1)C1=CC=CC=C1)C1=CC=CC=C1